(3S,4S)-N-[2-(difluoromethoxy)-3-fluoro-phenyl]-1-methyl-4-[1-methyl-5-(trifluoromethyl)pyrazol-4-yl]-2-oxo-pyrrolidine-3-carboxamide FC(OC1=C(C=CC=C1F)NC(=O)[C@H]1C(N(C[C@@H]1C=1C=NN(C1C(F)(F)F)C)C)=O)F